The molecule is an O-acylcarnitine having (2E,4Z)-decadienoyl as the acyl substituent. It has a role as a metabolite. It is an O-acylcarnitine, a carboxylic ester, an ammonium betaine and an O-decadienoylcarnitine. It derives from a carnitine. CCCCC/C=C\\C=C\\C(=O)OC(CC(=O)[O-])C[N+](C)(C)C